ClC=1C=C(SC1)C1=C(C=C2C(=NC(N3C2=C1SC[C@H](C3)OC3=NC=CC=C3)=O)N3C[C@@H](N[C@@H](C3)C)C)C(F)(F)F (S)-11-(4-chlorothien-2-yl)-8-((3S,5R)-3,5-dimethylpiperazin-1-yl)-3-(pyridin-2-yloxy)-10-(trifluoromethyl)-3,4-dihydro-2H,6H-[1,4]thiazepino[2,3,4-ij]quinazolin-6-one